(2S)-2,4-dimethylvaleric acid C[C@H](C(=O)O)CC(C)C